FC1=C(CC2CN3CCCC(NCCNCCNCC2)C3)C(=CC(=C1)F)F 3-(2,4,6-trifluorobenzyl)-1,6,9,12-tetraazabicyclo[11.3.1]heptadecane